[N+](=O)([O-])C1=CC=C(C=C1)NC(CN1C[C@H]2N(CC1)C(CC2)=O)=O (S)-N-(4-nitrophenyl)-2-(6-oxohexahydropyrrolo[1,2-a]pyrazin-2(1H)-yl)acetamide